CC12CC3(CC(CC(C1)(C3)C)(C2)O)O 5,7-dimethyl-1,3-adamantanediol